C(C)(C)(C)C1=[S+]C2=C3C(=CC=C2C(=C1)CC1C(C=C1[O-])=O)C=CC=C3 4-((2-(tert-butyl)benzo[h]thiochromen-1-ium-4-yl) methyl)-3-oxocyclobut-1-en-1-olate